C(=O)(O)C1=CC=C(C=C1)C(=C(C1=CC=CC=C1)C1=CC=CC=C1)C1=CC=CC=C1 1-(4-carboxyphenyl)-1,2,2-Triphenylethylene